2-(2-methoxyethoxy)ethoxyacetic acid COCCOCCOCC(=O)O